4-(dimethylamino)-N-[(1r,3s)-3-{[2-(trifluoromethyl)quinolin-4-yl]amino}cyclohexyl]benzamide CN(C1=CC=C(C(=O)N[C@H]2C[C@H](CCC2)NC2=CC(=NC3=CC=CC=C23)C(F)(F)F)C=C1)C